C(C(=C)C)(=O)OCO[Si](OC)(OC)CCC Methacryloxy-propyltrimethoxysilan